C(C)(C)(C)C1=C(O[La](OC2=C(C=C(C=C2C(C)(C)C)C)C(C)(C)C)OC2=C(C=C(C=C2C(C)(C)C)C)C(C)(C)C)C(=CC(=C1)C)C(C)(C)C tri(2,6-di-tert-butyl-4-methylphenoxy)lanthanum